1-methyl-3-ethylimidazole hydrogensulfate S(=O)(=O)(O)O.CN1CN(C=C1)CC